CN(C1=C(C=NC2=CC(=CC=C12)F)C(=O)N)C 4-(dimethylamino)-7-fluoro-quinoline-3-carboxamide